COC(CC1=CNC2=CC=C(C=C12)Br)=O 2-(5-bromo-1H-indol-3-yl)acetic acid methyl ester